C1(CC1)CC(=O)NC1=CC(=C(N=N1)C(=O)NC([2H])([2H])[2H])NC1=C(C(=CC=C1)C1=NN(C=N1)C)OC 6-(2-cyclopropylacetylamino)-4-((2-methoxy-3-(1-methyl-1H-1,2,4-triazol-3-yl)phenyl)amino)-N-(methyl-d3)pyridazine-3-carboxamide